3-(2'-fluoro-[1,1'-biphenyl]-4-yl)-N-(6-methylpyridin-3-yl)cyclobutane-1-carboxamide FC1=C(C=CC=C1)C1=CC=C(C=C1)C1CC(C1)C(=O)NC=1C=NC(=CC1)C